BrC1=C(C=C(C=C1)C1=CC=C(C=C1)F)C1=NN(C(=C1)C)C 3-(4-bromo-4'-fluoro-[1,1'-biphenyl]-3-yl)-1,5-dimethyl-1H-pyrazole